(R)-N-(2-methoxy-5-methyl-4-(4-(4-methylpiperazin-1-yl)piperidin-1-yl)phenyl)-6-(3-phenylisooxazolidin-2-yl)pyrimidin-4-amine COC1=C(C=C(C(=C1)N1CCC(CC1)N1CCN(CC1)C)C)NC1=NC=NC(=C1)N1OCC[C@@H]1C1=CC=CC=C1